ClC=1C(=C(C(=O)NC2CC2)C=C(C1)Cl)NC 3,5-dichloro-N-cyclopropyl-2-methylaminobenzamide